(5-chloro-2-methoxyphenyl)-2-{[3-(phenylsulfamoyl)phenyl]amino}acetamide ClC=1C=CC(=C(C1)C(C(=O)N)NC1=CC(=CC=C1)S(NC1=CC=CC=C1)(=O)=O)OC